2-[5,5-dioxido-9-(trifluoromethyl)-6H-dibenzo[c,e][1,2]thiazin-6-yl]-N-(trans-4-hydroxycyclohexyl)acetamide O=S1(N(C2=C(C3=C1C=CC=C3)C=C(C=C2)C(F)(F)F)CC(=O)N[C@@H]2CC[C@H](CC2)O)=O